Cl.NC[C@]([C@H](O)C1=CC=C(C=C1)F)(C)F (1R,2S)-3-amino-2-fluoro-1-(4-fluorophenyl)-2-methylpropan-1-ol hydrochloride